3-((3-((4,5-Dimethylthiazol-2-yl)carbamoyl)-2-methylphenyl)amino)propanoic acid CC=1N=C(SC1C)NC(=O)C=1C(=C(C=CC1)NCCC(=O)O)C